ClC1=NN2C(C=N1)=C(C=C2C2(CC2)CC)F 2-chloro-7-(1-ethylcyclopropyl)-5-fluoropyrrolo[2,1-f][1,2,4]triazine